(3R)-[1,2,4]triazol N1N=CN=C1